BrC=1C=2N(C(=CC1)C(CF)(C)O)N=CN2 2-(8-Bromo-[1,2,4]triazolo[1,5-a]pyridin-5-yl)-1-fluoropropan-2-ol